(5-(trifluoromethyl)thiazol-2-yl)benzamide FC(C1=CN=C(S1)C1=C(C(=O)N)C=CC=C1)(F)F